N-((3S,5S)-1-((3S,4R)-1-(Tert-Butyl)-4-(4-Chlorophenyl)Pyrrolidine-3-Carbonyl)-5-(Morpholine-4-Carbonyl)Pyrrolidin-3-yl)-N-((1s,4R)-4-Methylcyclohexyl)Isobutyramide Hydrochloride Cl.C(C)(C)(C)N1C[C@H]([C@@H](C1)C1=CC=C(C=C1)Cl)C(=O)N1C[C@H](C[C@H]1C(=O)N1CCOCC1)N(C(C(C)C)=O)C1CCC(CC1)C